C(C1=CC=CC=C1)C1(CCC1)O 1-benzylcyclobutan-1-ol